BrC1=CC(=CC=2C(C3=CC=CC=C3C(C12)=O)=O)Br 1,3-dibromo-9,10-anthracenedione